C(C)OC(=O)N1CC2(CC(C2)N2C[C@H]3C([C@H]3C2)C(=O)N2CC3(C2)CCC3)CC1 2-[(1r,5s,6r)-6-(2-azaspiro[3.3]hept-2-ylcarbonyl)-3-azabicyclo[3.1.0]hex-3-yl]-6-azaspiro[3.4]octane-6-carboxylic acid ethyl ester